(4-ethoxy-2,3-difluoro-phenyl)boronic acid C(C)OC1=C(C(=C(C=C1)B(O)O)F)F